3,4-bis(heptyloxy)thiophene 3-(3-((dimethylamino)methyl)-5-(3-((3-octylundecanoyl)oxy)propoxy)phenoxy)propyloctadeca-9,12-dienoate CN(C)CC=1C=C(OCCCOC(CCCCCCCC=CCC=CCCCCC)=O)C=C(C1)OCCCOC(CC(CCCCCCCC)CCCCCCCC)=O.C(CCCCCC)OC1=CSC=C1OCCCCCCC